C(#N)CC(=O)OCCCOC(CC#N)=O 1,3-bis(cyanoacetoxy)propane